(S)-3-(5-(((R)-4,4-Difluoro-1-((2-morpholinoquinazolin-6-yl)methyl)pyrrolidin-3-yl)oxy)-1-oxoisoindolin-2-yl)piperidine-2,6-dione FC1([C@@H](CN(C1)CC=1C=C2C=NC(=NC2=CC1)N1CCOCC1)OC=1C=C2CN(C(C2=CC1)=O)[C@@H]1C(NC(CC1)=O)=O)F